4-((S)-1-((S)-1-((5-(cyclopropyl-methoxy)pyridin-2-yl)amino)-1-oxopropan-2-yl)-4,4-difluoropiperidin-3-yl)pyridine 1-oxide C1(CC1)COC=1C=CC(=NC1)NC([C@H](C)N1C[C@@H](C(CC1)(F)F)C1=CC=[N+](C=C1)[O-])=O